1-(4-(4-morpholinyl-6-(5-(morpholinylmethyl)thiophen-2-yl)-1,3,5-triazin-2-yl)phenyl)-3-(pyrimidin-2-ylmethyl)urea N1(CCOCC1)C1=NC(=NC(=N1)C=1SC(=CC1)CN1CCOCC1)C1=CC=C(C=C1)NC(=O)NCC1=NC=CC=N1